((1-methyl-1H-indol-3-yl)(3,4,5-trimethoxyphenyl)methyl)triphenylphosphonium triflate [O-]S(=O)(=O)C(F)(F)F.CN1C=C(C2=CC=CC=C12)C(C1=CC(=C(C(=C1)OC)OC)OC)[P+](C1=CC=CC=C1)(C1=CC=CC=C1)C1=CC=CC=C1